C(C)(=O)C=1C(=CC(=NC1)Cl)NC=1N=CC=2CCC3=C(C2C1F)NC1=C3C(NCC13CC3)=O 2'-((5-acetyl-2-chloropyridin-4-yl)amino)-1'-fluoro-6',8',9',11'-tetrahydrospiro[cyclopropane-1,10'-pyrido[3',4':4,5]pyrrolo[2,3-f]isoquinolin]-7'(5'H)-one